(4-((3-(4-(pyridin-4-yl)-1H-pyrazol-3-yl)phenoxy)methyl)phenyl)methanamine N1=CC=C(C=C1)C=1C(=NNC1)C=1C=C(OCC2=CC=C(C=C2)CN)C=CC1